2-(1H-imidazole-5-carbonyl)hydrazine-1-carboxylic acid isobutyl ester C(C(C)C)OC(=O)NNC(=O)C1=CN=CN1